CS(=O)(=O)C1=CC=C(C=C1)C1=NN2C(=NC=3C=CC=CC3C2=N1)N[C@@H](C(=O)N)CC (2R)-2-({2-[4-(methylsulfonyl)phenyl][1,2,4]triazolo[1,5-c]quinazolin-5-yl}amino)butanamide